(1S,2S)-N-(2-cyano-3-(6-(1-hydroxybutyl)-4-methylpyridin-3-yl)-1,6-naphthyridin-7-yl)-2-fluorocyclopropane-1-carboxamide C(#N)C1=NC2=CC(=NC=C2C=C1C=1C=NC(=CC1C)C(CCC)O)NC(=O)[C@H]1[C@H](C1)F